Aluminum(III) zinc(II) phosphate P(=O)([O-])([O-])[O-].[Zn+2].[Al+3]